3,5-dichloro-6-ethyl-pyrazine-2-carboxylic acid methyl ester COC(=O)C1=NC(=C(N=C1Cl)Cl)CC